4,7,10,13-hexadectetraenoic acid C(CCC=CCC=CCC=CCC=CCC)(=O)O